(S)-3-methyl-4-(3-(2-(methylthio)-5-(trifluoromethyl)pyrimidin-4-yl)-1-(benzenesulfonyl)-1H-Pyrrolo[2,3-b]pyridin-6-yl)morpholine C[C@@H]1N(CCOC1)C1=CC=C2C(=N1)N(C=C2C2=NC(=NC=C2C(F)(F)F)SC)S(=O)(=O)C2=CC=CC=C2